(1R,3S)-N1-{1-[2-(difluoromethoxy)-4-(trifluoromethyl)phenyl]pyrrolo[1,2-d][1,2,4]triazin-4-yl}cyclohexane-1,3-diamine FC(OC1=C(C=CC(=C1)C(F)(F)F)C=1C=2N(C(=NN1)N[C@H]1C[C@H](CCC1)N)C=CC2)F